2-amino-5-{2-[(1S)-1-cyclopropylethyl]-7-(2-hydroxypropan-2-yl)-1-oxo-2,3-dihydro-1H-isoindol-5-yl}-N-[cis-4-hydroxy-4-methylcyclohexyl]pyrazolo[1,5-a]pyrimidine-3-carboxamide NC1=NN2C(N=C(C=C2)C=2C=C3CN(C(C3=C(C2)C(C)(C)O)=O)[C@@H](C)C2CC2)=C1C(=O)NC1CCC(CC1)(C)O